C(CCCCCC(C)C)(N)N isononanediamine